7-(5-(5-((1R,5S,8s)-8-amino-3-azabicyclo[3.2.1]octan-3-yl)-1,3,4-thiadiazol-2-yl)-4-(isopropylamino)pyridin-2-yl)pyrrolo[1,2-b]pyridazine-3-carbonitrile NC1[C@H]2CN(C[C@@H]1CC2)C2=NN=C(S2)C=2C(=CC(=NC2)C2=CC=C1N2N=CC(=C1)C#N)NC(C)C